C(CCCCCCCCCCCCCCCCC)(=O)[O-].C(CCCCCCCCCCCCCCCCC)(=O)[O-].[Fe+2] iron distearate